C(C)(C)(C)OC(=O)N1C=CC2=C(C(=CC(=C12)C)OC)CN1[C@H](C[C@@H](CC1)C1=NC=CC=C1)C1=CC=C(C=C1)C(=O)OC |r| (±)-trans-5-methoxy-4-((2-(4-(methoxycarbonyl)phenyl)-4-(pyridin-2-yl)piperidin-1-yl)methyl)-7-methyl-1H-indole-1-carboxylic acid tert-butyl ester